N-(1,3-benzodioxol-4-yl)-2-(1-piperidyl)pyridin-4-amin O1COC2=C1C=CC=C2NC2=CC(=NC=C2)N2CCCCC2